CC1=C(SC(=C1)C(NC)=O)CCC(=O)O 3-[3-methyl-5-(methylcarbamoyl)thiophen-2-yl]propanoic acid